C(=O)(O)CC(=O)NC1=C(C(=O)O)C=CC=C1 2-(2-carboxyl-acetamido)benzoic acid